P([O-])([O-])[O-].[NH4+].ClC1=NC=C(C=C1)[B+2] (2-chloropyridin-5-yl)boron mono-ammonium phosphite